3-(1H-indol-7-yl)propan-1-ol N1C=CC2=CC=CC(=C12)CCCO